FC1(CN(C1)C=1C=C2C(=CC=NC2=CC1OC)OC1=CC=C(C=C1)NC(=O)C1(CC1)C(=O)NC1=CC=C(C=C1)F)F 1-N-[4-[6-(3,3-difluoroazetidin-1-yl)-7-methoxyquinolin-4-yl]oxyphenyl]-1-N'-(4-fluorophenyl)cyclopropane-1,1-dicarboxamide